3-Oxadiazole C1C=NNO1